4,4-bis(ethoxycarbonyl)-2-(4-(ethoxycarbonyl)phenyl)octanedioic acid C(C)OC(=O)C(CC(C(=O)O)C1=CC=C(C=C1)C(=O)OCC)(CCCC(=O)O)C(=O)OCC